CC=1C=C(C(=O)NC=C)C=C(C1)C 3,5-dimethyl-N-vinylbenzamide